ClC=1C=C(C=C(C1OCCCl)C#N)C(C)(C)C1=CC=C(OCC2=NC(=NC=C2)N2CC3(C2)CCN(CC3)C(=O)OC(C)(C)C)C=C1 tert-butyl 2-(4-((4-(2-(3-chloro-4-(2-chloroethoxy)-5-cyanophenyl)propan-2-yl)phenoxy)methyl)pyrimidin-2-yl)-2,7-diazaspiro[3.5]nonane-7-carboxylate